tert-butyl (S)-2-(2-(1-hydroxycyclopropanecarbonyl)-7-(3-methyl-1H-pyrrolo[2,3-b]pyridin-5-yl)-1,2,3,4-tetrahydroisoquinolin-5-yl)pyrrolidine-1-carboxylate OC1(CC1)C(=O)N1CC2=CC(=CC(=C2CC1)[C@H]1N(CCC1)C(=O)OC(C)(C)C)C=1C=C2C(=NC1)NC=C2C